2-(2,2-dimethyl-3-oxo-2,3-dihydro-4H-benzo[b][1,4]thiazin-4-yl)acetic acid CC1(C(N(C2=C(S1)C=CC=C2)CC(=O)O)=O)C